FC1=C(OC(O1)=C(F)F)C(F)(F)F perfluoro(2-methylene-4-methyl-1,3-dioxole)